1-(1-(cyclopropanecarbonyl)piperidin-4-yl)-3-(3-fluoro-4-(trifluoromethoxy)phenyl)urea C1(CC1)C(=O)N1CCC(CC1)NC(=O)NC1=CC(=C(C=C1)OC(F)(F)F)F